ClC1=C(C=2C=NC=CC2N1C)C=O 2-CHLORO-1-METHYL-1H-PYRROLO[3,2-C]PYRIDINE-3-CARBALDEHYDE